FC1=CC(=C(OC=2C=NC=[N+](C2)[O-])C=C1)C(N(C)C(C)C)=O 5-(4-fluoro-2-(isopropyl-(methyl)carbamoyl)-phenoxy)pyrimidine-1-oxide